[Si](C)(C)(C(C)(C)C)OCC1=NC(=NC=C1)S(=O)(=O)C 4-(((tert-butyldimethylsilyl)oxy)methyl)-2-methanesulfonyl-pyrimidine